ClC1=NC(=C2C(=N1)N(N=C2)[C@H]2[C@@H]([C@@H]([C@H](O2)CS(=O)(=O)CP(O)(O)=O)O)O)N(CCOC)C2CCCC2 (((((2S,3S,4R,5R)-5-(6-chloro-4-(cyclopentyl(2-methoxyethyl)amino)-1H-pyrazolo[3,4-d]pyrimidin-1-yl)-3,4-dihydroxytetrahydrofuran-2-yl)methyl)sulfonyl)methyl)phosphonic acid